(E)-2-((2'-fluoro-5'-methoxy-2-(4-methoxy-2,2-dimethylbut-3-en-1-yl)-[1,1'-biphenyl]-4-yl)methoxy)tetrahydro-2H-pyran FC1=C(C=C(C=C1)OC)C1=C(C=C(C=C1)COC1OCCCC1)CC(\C=C\OC)(C)C